P(O)(N)OC(CCCCC)O hexane-Diol phosphoramidite